4-(9-fluoro-2-(8-fluoro-2-methylimidazo[1,2-a]pyridin-6-yl)-4-oxo-4H-pyrido[1,2-a][1,3,5]triazin-7-yl)piperazine-1-carboxylic acid tert-butyl ester C(C)(C)(C)OC(=O)N1CCN(CC1)C=1C=C(C=2N(C(N=C(N2)C=2C=C(C=3N(C2)C=C(N3)C)F)=O)C1)F